ClC=1C=NN(C(C1C)=O)C(C(=O)NC1=CC(=C(C=C1)C)S(NCCC1=NC=CC=C1)(=O)=O)C 2-(4-chloro-5-methyl-6-oxo-pyridazin-1-yl)-N-[4-methyl-3-[2-(2-pyridyl)ethylsulfamoyl]phenyl]propanamide